CN[C] methylaminocarbon